6-(4-morpholino-6-(4-(trifluoromethyl)piperidin-1-yl)-1,3,5-triazin-2-yl)benzo[d]thiazole O1CCN(CC1)C1=NC(=NC(=N1)N1CCC(CC1)C(F)(F)F)C1=CC2=C(N=CS2)C=C1